C(N)(=O)C1(COCC1)NC(=O)C1=C(OC2=C1C=C(C=C2)OCC2=CN=C(S2)C)C N-(3-carbamoyltetrahydrofuran-3-yl)-2-methyl-5-((2-methylthiazol-5-yl)methoxy)benzofuran-3-carboxamide